NC=1SC2=C(N1)C(=CC=C2)C2=C(C=C1C(=NC(=NC1=C2F)OCC21CCCN1CCC2)N2CC(OCCC2)CO)Cl (4-(7-(2-aminobenzo[d]-thiazol-4-yl)-6-chloro-8-fluoro-2-((tetrahydro-1H-pyrrolizin-7a(5H)-yl)meth-oxy)quinazolin-4-yl)-1,4-oxazepan-2-yl)methanol